CN1C(N(C(C=2N(C(=NC12)SC)C)=O)CCC)=O 3,7-dimethyl-8-(methylsulfanyl)-1-propyl-1H-purine-2,6(3H,7H)-dione